OCC1CCC(CC1)C=1SC2=C(N1)C=C(C(=C2)NC(=O)C2=NC=CC=C2)C(=O)OC methyl 2-[4-(hydroxymethyl)cyclohexyl]-6-(pyridine-2-carbonylamino)-1,3-benzothiazole-5-carboxylate